tert-butyl (3-(4-(2-(4-((2-(1H-1,2,3-triazol-1-yl)pyrimidin-4-yl)methoxy)phenyl)propan-2-yl)phenoxy)propyl)carbamate N1(N=NC=C1)C1=NC=CC(=N1)COC1=CC=C(C=C1)C(C)(C)C1=CC=C(OCCCNC(OC(C)(C)C)=O)C=C1